2,4,6-trimethyl-m-phenylenediamine CC1=C(C(=CC(=C1N)C)C)N